4-(3,4-dichlorophenyl)-N-((tetrahydrofuran-2-yl)methyl)piperazine-2-carboxamide ClC=1C=C(C=CC1Cl)N1CC(NCC1)C(=O)NCC1OCCC1